2,4-dimethylpyrazolium CN1[NH+]=CC(=C1)C